tert-butyl 1-benzyl-4-(((tert-butyldimethylsilyl)oxy)methyl)-7-azabicyclo[2.2.1]heptane-7-carboxylate C(C1=CC=CC=C1)C12CCC(CC1)(N2C(=O)OC(C)(C)C)CO[Si](C)(C)C(C)(C)C